COCC1=NN2C(N=CC=C2C(=O)NC2=NC=C(C=C2)C(F)(F)F)=C1C(=O)N 2-(methoxymethyl)-N7-[5-(trifluoromethyl)-2-pyridyl]pyrazolo[1,5-a]pyrimidine-3,7-dicarboxamide